C(CCCCCCC)C(CCCCCCCC)OC(CCCCCCCOC(=O)[C@H]1N(C[C@H](C1)N=[N+]=[N-])CCCCCC(OCCCCCCCCCCC)=O)=O (2s,4s)-4-azido-1-(6-oxo-6-undecoxy-hexyl)pyrrolidine-2-carboxylic acid [8-(1-octylnonyloxy)-8-oxo-octyl] ester